2-chloro-6-methyl-4-[(3R)-tetrahydrofuran-3-yl]oxy-pyridinemethacryloyltrimethylammonium methacrylate C(C(=C)C)(=O)[O-].ClC1(NC(=CC(=C1)O[C@H]1COCC1)C)CC(C(=O)[N+](C)(C)C)=C